[Si](C1=CC=CC=C1)(C1=CC=CC=C1)(C(C)(C)C)OCCCCCCCCCC(CCC(C)C)O 14-((t-butyldiphenylsilyl)oxy)-2-methyltetradecan-5-ol